ethyl (S)-3-amino-3-(5-methoxy-3'-(trifluoromethoxy)biphenyl-3-yl)propanoate N[C@@H](CC(=O)OCC)C=1C=C(C=C(C1)OC)C1=CC(=CC=C1)OC(F)(F)F